6-(3-methyl-2,3,4,5-tetrahydropyridin-6-yl)-3,4-dihydro-1H-Quinolin-2-one CC1CN=C(CC1)C=1C=C2CCC(NC2=CC1)=O